N-(13,16,19-trioxaicosan-1-yl)thiophene-3-carboxamide C(CCCCCCCCCCCOCCOCCOC)NC(=O)C1=CSC=C1